CN(C)CCC(C=1SC=CC1)=O N,N-dimethyl-3-oxo-3-(2-thienyl)-1-propylamine